(4-(5-Bromo-1-methyl-6-oxo-1,6-dihydropyridin-3-yl)-2-(1-oxo-3,4,6,7,8,9-hexahydropyrazino[1,2-a]indol-2(1H)-yl)pyridin-3-yl)methyl Acetate C(C)(=O)OCC=1C(=NC=CC1C1=CN(C(C(=C1)Br)=O)C)N1C(C=2N(C=3CCCCC3C2)CC1)=O